COC=1C=C2C=CC(=CC2=CC1)C=1N=CN(C1)C=1C=C2CN(C(C2=CC1)=O)N1C(CCCC1=O)=O 5-[4-(6-methoxynaphthalen-2-yl)imidazol-1-yl]-1-oxo-3H-isoindol-2-ylpiperidine-2,6-dione